N-(2-(chloromethyl)-4,5-dimethoxyphenyl)-4-methylbenzenesulfonamide ClCC1=C(C=C(C(=C1)OC)OC)NS(=O)(=O)C1=CC=C(C=C1)C